5,6-dihydroxycarbonylbicyclo[2.2.1]hept-2-ene OC(=O)C1C2C=CC(C1C(=O)O)C2